O=C1NC(CCC1N1C(C2=CC=C(C=C2C1)C#CC=1C=NN(C1)C1CC2(CN(C2)CCCCCCCC(=O)N)C1)=O)=O 8-(6-(4-((2-(2,6-dioxopiperidin-3-yl)-1-oxoisoindol-5-yl)ethynyl)-1H-pyrazol-1-yl)-2-azaspiro[3.3]hept-2-yl)octanamide